Cl\C(\C=O)=C/C (2Z)-2-chlorobut-2-enal